7-methyl-2-((4-methyl-6-(oxazol-5-yl)pyridin-3-yl)amino)-9-(tetrahydro-2H-pyran-4-yl)-7,9-dihydro-8H-purin-8-one CN1C(N(C2=NC(=NC=C12)NC=1C=NC(=CC1C)C1=CN=CO1)C1CCOCC1)=O